(S,E)-3-((3-(3-(2-(4-(3,3-difluoroazetidin-1-yl)-N-methylbut-2-enamido)propanamido)propoxy)phenyl)amino)-6-ethyl-5-((tetrahydro-2H-pyran-4-yl)amino)pyrazine-2-carboxamide FC1(CN(C1)C/C=C/C(=O)N(C)[C@H](C(=O)NCCCOC=1C=C(C=CC1)NC=1C(=NC(=C(N1)NC1CCOCC1)CC)C(=O)N)C)F